5-(8-((1S,2S)-2-(5-(2,2,2-trifluoroethoxy)pyridin-2-yl)cyclopropyl)imidazo[1,2-b]pyridazin-6-yl)pyrimidine-2,4(1H,3H)-dione FC(COC=1C=CC(=NC1)[C@@H]1[C@H](C1)C=1C=2N(N=C(C1)C=1C(NC(NC1)=O)=O)C=CN2)(F)F